ClC1=CC=C2C(=N1)N=C(O2)N2CCN(CC2)C(=O)C2=CC=C(C=C2)C2=NN(N=C2)CC(C)(C)C [4-(5-chlorooxazolo[4,5-b]pyridin-2-yl)piperazin-1-yl]-[4-[2-(2,2-dimethylpropyl)triazol-4-yl]phenyl]methanone